FC(C1=CC2=C(SC(=C2)C(N[C@H]2CCC[C@@H]3N(C2=O)[C@@H](CC3)C(=O)N3CC(C3)(C3=NC=CC=C3)C)=O)C=C1)(F)P(O)(O)=O (difluoro(2-(((3S,6S,9aS)-3-(3-methyl-3-(pyridin-2-yl)azetidine-1-carbonyl)-5-oxooctahydro-1H-pyrrolo[1,2-a]azepin-6-yl)carbamoyl)benzo[b]thiophen-5-yl)methyl)phosphonic acid